FC1=NNC=2C=CC3=C(C12)CCCC(=C3C=3C=CC(=NC3)N3CCC(CC3)CN3CCN(CC3)C=3C=C1CN(C(C1=CC3)=O)[C@@H]3C(NC(CC3)=O)=O)C3=CC=CC=C3 (S)-3-(5-(4-((1-(5-(1-fluoro-7-phenyl-3,8,9,10-tetrahydrocyclohepta[e]indazol-6-yl)pyridin-2-yl)piperidin-4-yl)methyl)piperazin-1-yl)-1-oxoisoindolin-2-yl)piperidine-2,6-dione